7-(([2,3'-bipyridin]-6'-ylmethyl)amino)-3-cyclopropylpyrazolo[1,5-a]pyrimidin N1=C(C=CC=C1)C=1C=NC(=CC1)CNC1=CC=NC=2N1N=CC2C2CC2